CC1(CCC=C2CCC(CC12)C=O)C (+-)-8,8-dimethyl-1,2,3,4,6,7,8,8a-octahydro-2-naphthalenecarbaldehyde